(3-((6-(4-hydroxyphenyl)-1H-indazol-4-yl)oxy)cyclobutyl)-N-methyl-3-((S)-1-methylpyrrolidin-2-yl)acrylamide OC1=CC=C(C=C1)C1=CC(=C2C=NNC2=C1)OC1CC(C1)C(C(=O)NC)=C[C@H]1N(CCC1)C